FC1=C(C=CC(=C1)F)N(C1=C(C(=CC(=C1)F)N)C)C N1-(2,4-difluorophenyl)-5-fluoro-N1,2-dimethyl-benzene-1,3-diamine